CC(CCC(=O)N)C 4-methyl-pentanamide